4-(fluoromethyl)-3-{[6-(2-fluoro-4-methylphenoxy)pyridin-3-yl]methyl}-1,3-oxazolidin-2-one FCC1N(C(OC1)=O)CC=1C=NC(=CC1)OC1=C(C=C(C=C1)C)F